[Cl-].C(CCC)[Si](C1=CC=C(C=C1)[PH2+]C1=CC=C(C=C1)[Si](CCCC)(CCCC)CCCC)(CCCC)CCCC bis(4-((tri-n-butyl)silyl)phenyl)phosphonium chloride